4-(3-(2,6-dimethylphenoxy)-1-(1-methylpiperidin-4-yl)-2-oxo-1,2-dihydropyridin-4-yl)-6-methyl-1,6-dihydro-7H-pyrrolo[2,3-c]pyridin-7-one CC1=C(OC=2C(N(C=CC2C=2C3=C(C(N(C2)C)=O)NC=C3)C3CCN(CC3)C)=O)C(=CC=C1)C